Cl.CN1N=C2C(=CC(=CC2=C1)C=1C=C2C(=NC1)N=C(S2)NC2CCNCC2)C 6-(2,7-Dimethyl-2H-indazol-5-yl)-N-(piperidin-4-yl)[1,3]thiazolo[4,5-b]pyridin-2-amin-Hydrochlorid